(Cis)-4-(4-bromo-2-oxo-2,3-dihydro-1H-1,3-benzodiazol-1-yl)-N-(4-methoxyphenyl)cyclohexane-1-carboxamide BrC1=CC=CC=2N(C(NC21)=O)[C@H]2CC[C@H](CC2)C(=O)NC2=CC=C(C=C2)OC